2'-Chloro-5'-methoxy-N-(5-(5-methoxy-picolinoyl)-5,6-dihydro-4H-pyrrolo[3,4-d]thiazol-2-yl)-6-methyl-[4,4'-bipyridine]-3-carboxamide ClC1=NC=C(C(=C1)C1=C(C=NC(=C1)C)C(=O)NC=1SC2=C(N1)CN(C2)C(C2=NC=C(C=C2)OC)=O)OC